FC1=CC(=C(C=C1)C1=NC(=NC(=C1C=O)NC(C)C)S(=O)(=O)C)C 4-(4-fluoro-2-methyl-phenyl)-6-isopropylamino-2-methylsulfonyl-pyrimidine-5-carbaldehyde